C(C=CC1=CC=CC=C1)(=O)O.[AsH3] arsine cinnamate